C(C1=CC=CC=C1)OC(NCC1CCCCC1)=O Cyclohexylmethyl-carbamic Acid Benzyl Ester